5-(4-(cyclopropanecarbonyl)piperazin-1-yl)-N-(6-methylquinolin-8-yl)pyrazine-2-carboxamide C1(CC1)C(=O)N1CCN(CC1)C=1N=CC(=NC1)C(=O)NC=1C=C(C=C2C=CC=NC12)C